methyl 5-(4-chlorobenzyl)-8-isopropyl-6,9-dioxo-2,5,8-triazaspiro[3.5]nonane-2-carboxylate ClC1=CC=C(CN2C3(CN(C3)C(=O)OC)C(N(CC2=O)C(C)C)=O)C=C1